2-[3,5-difluoro-N-(tetrahydropyran-4-carbonyl)amino]-5-methyl-N-[(3S)-spiro[3.3]heptan-3-yl]-thiazole-4-carboxamide FC1COCC(C1C(=O)NC=1SC(=C(N1)C(=O)N[C@H]1CCC12CCC2)C)F